BrC=1C=C(C=C(C1)Br)C1=CC(=NC(=C1)C1=CC=CC=C1)C1=CC=CC=C1 4-(3,5-Dibromophenyl)-2,6-diphenylpyridine